C(C)(C)(C)OC(=O)N1C2=C(OC(C1)(C)C)C=C(C=N2)Br 7-bromo-2,2-dimethyl-2,3-dihydro-4H-pyrido[3,2-b][1,4]oxazine-4-carboxylic acid tert-butyl ester